CCCCCCCCCCCCCCCCCCCCC(=O)O[C@H](CO/C=C\CCCCCCCCCCCCCC)COP(=O)(O)OC[C@@H](C(=O)O)N 1-(1Z-hexadecenyl)-2-heneicosanoyl-glycero-3-phosphoserine